2-(3-bromophenoxy)-9-(4-(tert-butyl)pyridin-2-yl)-9H-carbazole-5,6,7,8-d BrC=1C=C(OC2=CC=3N(C4=C(C(=C(C(=C4C3C=C2)[2H])[2H])[2H])[2H])C2=NC=CC(=C2)C(C)(C)C)C=CC1